COC(=O)C=1C(=C2C(=NC1)NC=C2)N 4-amino-1H-pyrrolo[2,3-b]pyridine-5-carboxylic acid methyl ester